(6-methoxy-5-(3-methyl-2-oxoimidazolin-1-yl)pyridin-3-yl)carbamic acid tert-butyl ester C(C)(C)(C)OC(NC=1C=NC(=C(C1)N1C(N(CC1)C)=O)OC)=O